N1=C(C(=CC=C1)C(=O)[O-])C1=NC=CC=C1.[Ca+2].N1=C(C(=CC=C1)C(=O)[O-])C1=NC=CC=C1 calcium bipyridinecarboxylate